3-(benzyloxy)-6-(5-(3,4-dihydro-quinolin-1(2H)-yl)pent-1-yn-1-yl)picolinic acid methyl ester COC(C1=NC(=CC=C1OCC1=CC=CC=C1)C#CCCCN1CCCC2=CC=CC=C12)=O